tert-butyl (4-(2-chloroacetamido)butyl)carbamate ClCC(=O)NCCCCNC(OC(C)(C)C)=O